4-(10-(dibenzo[b,d]thiophene-4-yl)anthracene-9-yl)benzonitrile C1=CC=C(C=2SC3=C(C21)C=CC=C3)C3=C2C=CC=CC2=C(C2=CC=CC=C32)C3=CC=C(C#N)C=C3